CC(=C)S(=O)(=O)NC(C=O)C1=CC=CC=C1 methyl-N-(2-oxo-1-phenylethyl)ethenesulfonamide